(±)-2-(7-Methyl-1H-indazol-5-ylmethyl)-1-morpholin-4-yl-4-[4-(2-oxo-1,4-dihydro-2H-quinazolin-3-yl)-piperidin-1-yl]-butane-1,4-dione CC=1C=C(C=C2C=NNC12)C[C@@H](C(=O)N1CCOCC1)CC(=O)N1CCC(CC1)N1C(NC2=CC=CC=C2C1)=O |r|